(4-(cyanomethyl)-3-methyl-[2,3'-bipyridyl]-5'-yl)boronic acid C(#N)CC1=C(C(=NC=C1)C=1C=NC=C(C1)B(O)O)C